C1CC12NCC[C@@H](C2)N2N=C1C(=CC(=CC1=C2)C=2C=C(C=1N(N2)C=C(N1)C)C)F 6-[2-[(7S)-4-azaspiro[2.5]octan-7-yl]-7-fluoro-indazol-5-yl]-2,8-dimethylimidazo[1,2-b]pyridazine